C[Si](OC=1C=C(C=CC1)I)(C)C m-(trimethylsiloxy)iodobenzene